2-morpholinoethyl (ethoxy(perfluorophenoxy)phosphoryl)-L-alaninate C(C)OP(=O)(OC1=C(C(=C(C(=C1F)F)F)F)F)N[C@@H](C)C(=O)OCCN1CCOCC1